4-sulfamoylbenzenediazonium chloride [Cl-].S(N)(=O)(=O)C1=CC=C(C=C1)[N+]#N